ClC1=C(C=C(C=C1)OC)NC1=C(C=NC2=CC(=C(C=C12)NC(=O)NC1CCCCC1)OC)C#N 1-(4-((2-chloro-5-methoxyphenyl)amino)-3-cyano-7-methoxyquinolin-6-yl)-3-cyclohexylurea